Aluminium-Bismuth [Bi].[Al]